C(C)C1=NNC(=N1)C1=CC=CC=C1 3-ethyl-5-phenyl-1,2,4-triazole